4-(4-diethylaminophenyl-azo)-1-(4-nitrobenzyl)pyridine bromide [Br-].C(C)N(C1=CC=C(C=C1)N=NC1=CCN(C=C1)CC1=CC=C(C=C1)[N+](=O)[O-])CC